{(3-ethyloxetane-3-yl)methyl} acrylate C(C=C)(=O)OCC1(COC1)CC